C(C)(C)C1=C(C(=CC(=C1)C1=CC(=CC=C1)OC)C(C)C)C1=C(C(=CC=C1OC)OC)I 2,6-diisopropyl-4-(3-methoxyphenyl)-2'-iodo-3',6'-dimethoxybiphenyl